CC1=C(OC=2C(=CC(N(C2)C)=O)C=2C3=C(C(N(C2)C)=O)NC(=C3)C(=O)NCC(F)(F)F)C(=CC=C1)C 4-(5-(2,6-dimethylphenoxy)-1-methyl-2-oxo-1,2-dihydropyridin-4-yl)-6-methyl-7-oxo-N-(2,2,2-trifluoroethyl)-6,7-dihydro-1H-pyrrolo[2,3-c]pyridine-2-carboxamide